(3Z)-14-chloro-3-tetradecene-1-ol ClCCCCCCCCCC\C=C/CCO